ClC1=NC(=NN2C1=C(C(=C2)C=2N=C(N(C2)C)C)C)C=2N(C=CN2)C 4-Chloro-6-(1,2-dimethyl-1H-imidazol-4-yl)-5-methyl-2-(1-methyl-1H-imidazol-2-yl)pyrrolo[2,1-f][1,2,4]triazine